ClC1=CC=C(C=C1)[C@@H](C1CCN(CC1)C(=O)OC(C)(C)C)NS(=O)(=O)C1=CC=C(C=C1)OC(F)(F)F tert-butyl 4-[(R)-(4-chlorophenyl)-[[4-(trifluoromethoxy)phenyl]sulfonylamino]methyl]piperidine-1-carboxylate